NC(=O)NC(OC[C@@H](CC1=CC(=C(C=C1)Cl)Cl)N)=O (2R)-2-amino-3-(3,4-dichlorophenyl)propyl (aminocarbonyl)carbamate